Ethyl 2-(3-(3-(1,2,4-oxadiazol-3-yl)benzamido)propanamido)-4-methylthiazole-5-carboxylate O1N=C(N=C1)C=1C=C(C(=O)NCCC(=O)NC=2SC(=C(N2)C)C(=O)OCC)C=CC1